C(C1=CC=CC=C1)OC=1C=CC(=NC1OCC1=CC=CC=C1)C=O 5,6-bis(benzyloxy)pyridine-formaldehyde